ClC=1C=CC(=NC1)CN1C(=NC=2N(C(N(C(C12)=O)CCCO)=O)C)OC1=CC=C(C#N)C=C1 4-((7-((5-chloropyridin-2-yl)methyl)-1-(3-hydroxypropyl)-3-methyl-2,6-dioxo-2,3,6,7-tetrahydro-1H-purin-8-yl)oxy)benzonitrile